COC(=O)C=1C=NC=C(C1)OC 5-methoxy-pyridine-3-carboxylic acid methyl ester